CN(C)C1=NC=CC=N1 (dimethylamino)pyrimidin